4-(2-(2-(4-((2-(2,6-dioxopiperidin-3-yl)-1,3-dioxoisoindolin-4-yl)amino)butanoyl)-1,2,3,4-tetrahydroisoquinolin-6-yl)-5H-pyrrolo[2,3-b]pyrazin-7-yl)-N,N-dimethylbenzamide O=C1NC(CCC1N1C(C2=CC=CC(=C2C1=O)NCCCC(=O)N1CC2=CC=C(C=C2CC1)C=1N=C2C(=NC1)NC=C2C2=CC=C(C(=O)N(C)C)C=C2)=O)=O